(S)-N-(3-(1-((2-amino-5-chloropyridin-3-yl)oxy)ethyl)phenyl)-3-ethynylbenzamide NC1=NC=C(C=C1O[C@@H](C)C=1C=C(C=CC1)NC(C1=CC(=CC=C1)C#C)=O)Cl